2-[2-chloro-4-fluoro-5-[5-methyl-6-oxo-4-(trifluoromethyl)pyridazin-1-yl]phenoxy]acetic acid ClC1=C(OCC(=O)O)C=C(C(=C1)F)N1N=CC(=C(C1=O)C)C(F)(F)F